1-isocyanomethyl-sulfonyl-4-methylbenzene [N+](#[C-])CS(=O)(=O)C1=CC=C(C=C1)C